(R)-(4-(4-methoxypyrazolo[1,5-a]pyridin-2-yl)-6,7-dihydro-1H-imidazo[4,5-c]pyridin-5(4H)-yl)(pyrazolo[1,5-a]pyridin-3-yl)methanone COC=1C=2N(C=CC1)N=C(C2)[C@@H]2N(CCC1=C2N=CN1)C(=O)C=1C=NN2C1C=CC=C2